2,3-dimethyl-3-hydroxymethylpropanenitrile CC(C#N)C(CO)C